S1C(=NC2=C1C=C(C=C2)N)N benzo[d]thiazole-2,6-diamine